ClC=1C(N(C(=CC1OCCC1=NC=C(C=C1F)F)C)C1=CC(=NC=C1Cl)C=1N=C(SC1)C(C)(C)O)=O (S)-3,5'-dichloro-4-(((S)-3,5-difluoropyridin-2-yl)ethoxy)-2'-(2-(2-hydroxypropan-2-yl)thiazol-4-yl)-6-methyl-2H-[1,4'-bipyridin]-2-one